(R)-N-((S)-1-(6-bromopyridin-3-yl)-2,2,2-trifluoroethyl)-2-methylpropane-2-sulfinamide BrC1=CC=C(C=N1)[C@@H](C(F)(F)F)N[S@](=O)C(C)(C)C